3-({[(4R)-7-[methyl-(4-propylphenyl)amino]-3,4-dihydro-2H-1-benzopyran-4-yl]methyl}amino)pyridine-4-carboxylic acid CN(C1=CC2=C([C@@H](CCO2)CNC=2C=NC=CC2C(=O)O)C=C1)C1=CC=C(C=C1)CCC